C(C(C)C)OC(C)OC1C(C(CC=C1C)C)C 6-(1-Isobutoxyethoxy)-1,4,5-trimethyl-cyclohexene